CC=1C(=C(C(=NC1)C(=O)[O-])NC=1N=CC2=C(N(CC(C(N2C)=O)(F)F)C2CCCC2)N1)OC methyl-((9-cyclopentyl-7,7-difluoro-5-methyl-6-oxo-6,7,8,9-tetrahydro-5H-pyrimido[4,5-b][1,4]diazepin-2-yl) amino)-4-methoxypyridinecarboxylate